C(C=CCCC)OC(CCC)=O Trans-butanoic acid 2-hexenyl ester